ClC1=C(C=C(C=C1)CN1N=NC(=C1)C1=C(N=C2N1C=CC=C2)C2=CC=C(C=C2)Cl)C(C)=O 1-(2-Chloro-5-((4-(2-(4-chlorophenyl)imidazo[1,2-a]pyridin-3-yl)-1H-1,2,3-triazol-1-yl)methyl)phenyl)ethan-1-on